BrC1=CC=C(O[C@H]2C(N(CC2)C[C@@H]2COCC2)=O)C=C1 (3R)-3-(4-bromophenoxy)-1-[[(3R)-tetrahydrofuran-3-yl]methyl]pyrrolidin-2-one